NC1(CC1)C1=[N+](C=CC(=C1)NC(=O)[C@@H]1O[C@]([C@H]([C@H]1C1=C(C(=C(C=C1)F)F)OC)C)(C(F)(F)F)C)[O-] 2-(1-Aminocyclopropyl)-4-((2R,3S,4S,5R)-3-(3,4-difluoro-2-methoxyphenyl)-4,5-dimethyl-5-(trifluoromethyl)tetrahydrofuran-2-carboxamido)pyridine 1-oxide